NC1=NC=CC=C1C1=NC=2C(=NC(=CC2)C2=CC=CC=C2)N1C1=CC=C(C=C1)CN1C(CC(CC1)C(=O)OC)(C)C methyl 1-[[4-[2-(2-amino-3-pyridyl)-5-phenyl-imidazo[4,5-b]pyridin-3-yl]phenyl]methyl]-2,2-dimethyl-piperidine-4-carboxylate